[F-].F hydrofluoric acid fluoride salt